FC1=C2C(N(C(NC2=CC=C1F)=O)CC(=O)OC)=O methyl 2-(5,6-difluoro-2,4-dioxo-1H-quinazolin-3-yl)acetate